ClC1=CC=2N(C3=CC=CC=C3C2C=C1)C1=C(C=CC=C1)C1=CC(=CC(=C1)C)C 2-chloro-9-(3',5'-dimethyl-[1,1'-Biphenyl]-2-yl)-9H-carbazole